N-(2-fluoro-3-(4,4,5,5-tetramethyl-1,3,2-dioxaborolan-2-yl)phenyl)cyclopropanecarboxamide FC1=C(C=CC=C1B1OC(C(O1)(C)C)(C)C)NC(=O)C1CC1